5-Chloro-4-((2,2'-dimethyl-3'-(prop-2-yn-1-yloxy)-[1,1'-biphenyl]-3-yl)methoxy)-2-((5-(methylsulfonyl)pyridin-3-yl)methoxy)benzaldehyde ClC=1C(=CC(=C(C=O)C1)OCC=1C=NC=C(C1)S(=O)(=O)C)OCC=1C(=C(C=CC1)C1=C(C(=CC=C1)OCC#C)C)C